2-(3,5,6-trimethylpyrazin-2-yl)acetic anhydride CC=1C(=NC(=C(N1)C)C)CC(=O)OC(CC1=NC(=C(N=C1C)C)C)=O